2-[1H-benzoimidazol-2-yl-[1-(2-trimethylsilylethoxymethyl)-5,6-dihydro-4H-cyclopenta[c]pyrazol-3-yl]methyl]-6-bromo-isoindol-1-one N1C(=NC2=C1C=CC=C2)C(N2C(C1=CC(=CC=C1C2)Br)=O)C=2C1=C(N(N2)COCC[Si](C)(C)C)CCC1